C(=C)N1CC=NC=C1 N-Vinylpyrazine